[4-(cyclohexa-1,3-dien-1-yl)1H-pyrazol-3-yl]phenol C1(=CC=CCC1)C=1C(=NNC1)C1=C(C=CC=C1)O